3-(2,4-dichlorophenyl)-7-fluoro-3,4-dihydroacridine-1,9(2H,10H)-dione ClC1=C(C=CC(=C1)Cl)C1CC(C=2C(C3=CC(=CC=C3NC2C1)F)=O)=O